N-(2-(2-(2-(difluoromethoxy)-7-methylquinoxalin-5-yl)-4-methylbenzo[d]thiazol-6-yloxy)ethyl)-4-(trifluoromethyl)benzenesulfonamide FC(OC1=NC2=CC(=CC(=C2N=C1)C=1SC2=C(N1)C(=CC(=C2)OCCNS(=O)(=O)C2=CC=C(C=C2)C(F)(F)F)C)C)F